Methyl 6-((4-((2-cyclopropyl-4-phenylthiazol-5-yl)oxy)pyridin-2-yl)amino)picolinate C1(CC1)C=1SC(=C(N1)C1=CC=CC=C1)OC1=CC(=NC=C1)NC1=CC=CC(=N1)C(=O)OC